C(=O)(O)CN1CCN(CCN(CCN(CC1)CC1=CC=C(C=C1)OCC)CC(=O)O)C(C(=O)O)CC(=O)O 2-(4,10-bis(carboxymethyl)-7-(4-ethoxybenzyl)-1,4,7,10-tetraazacyclododecan-1-yl)succinic acid